N-butyl-aziridinium C(CCC)[NH+]1CC1